C(#N)C=1C(=C(C(=O)NC=2C=C3C(=NNC3=CC2)C2=COC=C2)C(=CC1)F)C 3-cyano-6-fluoro-N-(3-(furan-3-yl)-1H-indazol-5-yl)-2-methylbenzamide